O1CCC(CC1)OC(N[C@H](C(=O)NC1=CC=C(C=C1)S(NC(C)(C)C)(=O)=O)CC1=CC=CC=C1)=O (S)-1-(4-(N-tert-butylsulfamoyl)phenylamino)-1-oxo-3-phenylprop-2-ylcarbamic acid tetrahydro-2H-pyran-4-yl ester